Crotonnitril C(\C=C\C)#N